(2-bromoethyl)-N,N-di-Bocamine BrCCN(C(=O)OC(C)(C)C)C(=O)OC(C)(C)C